CC1(O[C@H]([C@@H](O1)CP(C2=CC=CC=C2)C3=CC=CC=C3)CP(C4=CC=CC=C4)C5=CC=CC=C5)C (2R,3R)-(-)-1,4-bis(diphenylphosphino)-2,3-O-isopropylidene-2,3-butanediol